methyl-chloromethylsilane C[SiH2]CCl